CN(C1=NN(C(C=2N1C=1C=CC=CC1C2)=O)CC(=O)OC)C methyl 2-[4-(dimethylamino)-1-oxo-[1,2,4]triazino[4,5-a]indol-2-yl]acetate